CC1=C(C2=CC=CC=C2C=C1)C1C(C1)(F)F methyl-1-(2,2-difluorocyclopropyl)naphthalene